C(C1=CC=CC=C1)NC=1C=2N(N=C(C1)NC[C@@H](CO)O)C(=NN2)C(C)C (2S)-3-[[8-(benzylamino)-3-isopropyl-[1,2,4]triazolo[4,3-b]pyridazin-6-yl]amino]propane-1,2-diol